C(C)C1=C(C(=NC2=C(C(=CC=C12)C1CCC1)C#C)OC)C(=O)OC(CC)(CC)C1=CC=C(C=C1)CNC1=NC=NC2=C1SC=1N=NC(=C(C12)C)C 3-[4-[[(3,4-dimethylpyrimidino[4',5':4,5]thieno[2,3-c]pyridazin-8-yl)amino]methyl]phenyl]pentan-3-ol ethyl-7-cyclobutyl-8-ethynyl-2-methoxyquinoline-3-carboxylate